5-bromo-3-(difluoromethyl)-2-fluoropyridine BrC=1C=C(C(=NC1)F)C(F)F